1-Pentyl-2-ethylpyrrolidinium fluorid [F-].C(CCCC)[NH+]1C(CCC1)CC